[SiH2]1[SiH]=[SiH]C=C1 trisilol